FC(OC1=CC=C(C=C1)NC(=O)C=1C=NNC1)(F)F N-[4-(trifluoromethoxy)phenyl]pyrazole-4-carboxamide